6-(1,3-benzothiazol-6-yl)-2-methyl-N-{1-[3-(5-methyl-1,2,4-oxadiazol-3-yl)phenyl]ethyl}pyrimidin S1C=NC2=C1C=C(C=C2)C2=CC=NC(N2C(C)C2=CC(=CC=C2)C2=NOC(=N2)C)C